6-chloro-2-(cyclopropylamino)-8-(4-(difluoromethoxy)phenyl)pteridin-7(8H)-one ClC1=NC=2C=NC(=NC2N(C1=O)C1=CC=C(C=C1)OC(F)F)NC1CC1